C(C)OC(=O)C1=NC(=NO1)C(CF)(C)C.C1(=CC=CC=C1)P(C1=C(C=CC=C1)CC1=C(C=CC=C1)P(C1=CC=CC=C1)C1=CC=CC=C1)C1=CC=CC=C1 bis(2-(diphenylphosphino)phenyl)methane ethyl-3-(1-fluoro-2-methylpropan-2-yl)-1,2,4-oxadiazole-5-carboxylate